Carboxy-Glutamic acid C(=O)(O)N[C@@H](CCC(=O)O)C(=O)O